((2-(4-(2-hydroxyethyl)piperazin-1-yl)ethyl) azanediyl)bis(butane-4,1-diyl) bis(2-butyloctanoate) C(CCC)C(C(=O)OCCCCN(CCCCOC(C(CCCCCC)CCCC)=O)CCN1CCN(CC1)CCO)CCCCCC